2-mercaptoethyl dihydrogen phosphate P(=O)(OCCS)(O)O